C1(CC1)C=1NC(=NN1)C1CC2(CN(C2)C(=O)N2CC3(C2)CC(C3)N3CC(C3)CC(F)(F)F)C1 [6-(5-cyclopropyl-4H-1,2,4-triazol-3-yl)-2-azaspiro[3.3]heptan-2-yl]-[6-[3-(2,2,2-trifluoroethyl)azetidin-1-yl]-2-azaspiro[3.3]heptan-2-yl]methanone